2-bromo-4-[(1R,2S)-2-[(3R)-3-(2-isopropylphenyl)morpholin-4-yl]-1-methyl-7-azaspiro[3.5]nonan-7-yl]benzoic acid BrC1=C(C(=O)O)C=CC(=C1)N1CCC2(C[C@@H]([C@@H]2C)N2[C@@H](COCC2)C2=C(C=CC=C2)C(C)C)CC1